(S)-2-oxo-N-((R and S)-(6-(trifluoromethyl)pyridin-3-yl)(2-(trifluoromethyl)thiazol-4-yl)methyl)imidazolidine-4-carboxamide O=C1NC[C@H](N1)C(=O)N[C@@H](C=1N=C(SC1)C(F)(F)F)C=1C=NC(=CC1)C(F)(F)F |&1:9|